2,2,4-trifluorophenylborate FC1(C(C=CC(=C1)F)OB([O-])[O-])F